N-(4-(2-(4-chlorophenyl)but-3-yn-2-yl)thiazol-2-yl)-2,6-difluoro-3-(piperazin-1-yl)benzamide ClC1=CC=C(C=C1)C(C)(C#C)C=1N=C(SC1)NC(C1=C(C(=CC=C1F)N1CCNCC1)F)=O